1-(3,4-Dihydroquinoxalin-1(2H)-yl)-3-methylbutan-1-one N1(CCNC2=CC=CC=C12)C(CC(C)C)=O